(S)-6-(1,4-dimethyl-1H-1,2,3-triazol-5-yl)-4-((3-fluoropyridin-2-yl)(tetrahydro-2H-pyran-4-yl)methyl)-1-methyl-1,4-dihydropyrazolo[3',4':4,5]Pyrrolo[3,2-b]Pyridine-3-carboxylic acid CN1N=NC(=C1C=1C=C2C(=NC1)C1=C(N2[C@@H](C2CCOCC2)C2=NC=CC=C2F)C(=NN1C)C(=O)O)C